rac-tert-butyl 2-[6-(1,3-dimethylindazole-6-amido)imidazo[1,2-a]pyrazin-2-yl]-4-ethylpyrrolidine-1-carboxylate CN1N=C(C2=CC=C(C=C12)C(=O)NC=1N=CC=2N(C1)C=C(N2)C2N(CC(C2)CC)C(=O)OC(C)(C)C)C